ClC1=C(C(=O)N2OCC3=C(C2)C=CC=C3[C@@H]([C@@H](C(=O)O)C)CC)C(=CC(=C1)C=1C=NN(C1)C)Cl (2S,3R)-3-[3-[2,6-Dichloro-4-(1-methylpyrazol-4-yl)benzoyl]-1,4-dihydro-2,3-benzoxazin-8-yl]-2-methylpentanoic acid